Cl.C(C)(C)(C)OC(=O)N1CC(C1)C1CNC1 [3,3'-biazetidine]-1-carboxylic acid tert-butyl ester hydrochloride